Di-tert-butyl-N-{(2S)-2-amino-4-[{(1R)-1-[1-benzyl-4-(2,5-difluorophenyl)-1H-pyrrol-2-yl]-2,2-dimethylpropyl}(glycoloyl)amino]butanoyl}-beta-alanyl-D-glutamate C(C)(C)(C)OC([C@H](NC([C@H](CCN(C(CO)=O)[C@H](C(C)(C)C)C=1N(C=C(C1)C1=C(C=CC(=C1)F)F)CC1=CC=CC=C1)N)=O)C(CC(=O)OC(C)(C)C)C([C@@H](N)C)=O)=O